N-[3-(3,3-Dimethyl-1-phenyl-1,3-dihydro-benzo[c]thiophen-1-yl)-propyl]-N-methylglycine CC1(C2=C(C(S1)(C1=CC=CC=C1)CCCN(CC(=O)O)C)C=CC=C2)C